ClC=1C=CC2=C(CC(CC=3N2C(=NN3)[C@@H]3CC[C@H](CC3)OC3=NC=CC=C3)NC(C)C)C1 8-chloro-N-(propan-2-yl)-1-[trans-4-(pyridin-2-yloxy)cyclohexyl]-5,6-dihydro-4H-[1,2,4]triazolo[4,3-a][1]benzazepin-5-amine